NC(C(=O)N1CC(C1)OC1C=2C=CC=C(C2O[B-](C1)(O)O)C(=O)O)C=1N=NNC1 {1-[amino(1H-1,2,3-triazol-4-yl)acetyl]azetidin-3-yl}oxy-4,4-dihydroxy-5-oxa-4-boranuidabicyclo[4.4.0]deca-1(6),7,9-triene-7-carboxylic acid